hydrazinecarboximidamide N(N)C(N)=N